3,3-difluoro-N-{[3-(8-{[(3S,4R)-3-fluoro-1-methylpiperidin-4-yl]amino}-3-[(trifluoromethyl)sulfanyl]indolizin-2-yl)-1,2,4-oxadiazol-5-yl]methyl}cyclobutane-1-carboxamide FC1(CC(C1)C(=O)NCC1=NC(=NO1)C=1C=C2C(=CC=CN2C1SC(F)(F)F)N[C@H]1[C@H](CN(CC1)C)F)F